C(CCC)SCSC1=C(C(=CC(=N1)C=1C=NC=CC1)C(F)(F)F)C#N 6-(((butylthio)methyl)thio)-4-(trifluoromethyl)-[2,3'-bipyridine]-5-carbonitrile